C(C)(C)(C)NC(=O)C1=NC=CC(=C1)NC(=O)[C@@H]1CCC2=C(C=CC(=C12)O)Cl |r| racemic-N-tert-butyl-4-[[4-chloro-7-hydroxy-indane-1-carbonyl]amino]pyridine-2-carboxamide